1-(4-(2-(2,6-dimethylpyridin-4-yl)-3-isopropyl-1H-indol-5-yl)piperidin-1-yl)-3-((2-hydroxyethyl)(methyl)amino)propan-1-one Copper [Cu].CC1=NC(=CC(=C1)C=1NC2=CC=C(C=C2C1C(C)C)C1CCN(CC1)C(CCN(C)CCO)=O)C